1-[(4-methylphenyl)dioxy-λ6-thio]-5-[4-(4-methylpiperazin-1-yl)phenyl]-3-(pyrimidin-5-yl)pyrrolo[2,3-b]pyridine CC1=CC=C(C=C1)OO[SH4]N1C=C(C=2C1=NC=C(C2)C2=CC=C(C=C2)N2CCN(CC2)C)C=2C=NC=NC2